acryloyloxymethyl-2-methyladamantane C(C=C)(=O)OCC12C(C3CC(CC(C1)C3)C2)C